α,2-dimethyl-α-(8-methyl-7-dodec-en-1-yl)-1,3-dioxolan-2-butanol CC(CCCC1(OCCO1)C)(O)CCCCCCC=C(CCCC)C